CN(S(=O)(=O)C1=C(C(=O)NC2=C(C=CC=C2)N2CCOCC2)C=CC=C1)C1=CC=CC=C1 2-(N-methyl-N-phenylsulfamoyl)-N-(2-morpholinophenyl)benzamide